C(CCCCCCCCCCC)(=O)[O-].[NH4+].C(C)O.C(C)O.C(C)O triethanol ammonium laurate